ClC1=C(C=CC=C1)Cl 1,2-DICHLOROBENZENE